C(C1=CC=CC=C1)ON1[C@@H]2CC[C@H](N(C1=O)C2)C(N)=N (2S,5R)-6-(benzyloxy)-7-oxo-1,6-diazabicyclo[3.2.1]octane-2-carboximidamide